(E)-N'-((9-ethyl-9H-carbazol-2-yl)methylene)-1-methyl-4-oxo-1,4-dihydroquinoline-3-carbohydrazide C(C)N1C2=CC=CC=C2C=2C=CC(=CC12)\C=N\NC(=O)C1=CN(C2=CC=CC=C2C1=O)C